NC=1C(NC2=C3C=CC=NC3=CC=C2C1C1=C2C=NNC2=C(C=C1)F)=O 3-amino-4-(7-fluoro-1H-indazol-4-yl)-1H-1,7-phenanthrolin-2-one